C(C)(C)(C)NC1=NC=CC2=C1C[C@H]1CC[C@@H]2N1C(=O)NC1=CC(=C(C=C1)Cl)Cl (5S,8R)-1-(tert-butylamino)-N-(3,4-dichlorophenyl)-6,7,8,9-tetrahydro-5H-5,8-epimino-cyclohepta[c]pyridine-10-carboxamide